C1(=CC=CC=C1)C1(CCCCCCCCCCCCC1)C1=CC=CC=C1 diphenylcyclotetradecane